(R)-tert-Butyl 2-(2-((benzyloxy)carbonyl) hydrazinecarbonyl)-5-oxopyrrolidine-1-carboxylate C(C1=CC=CC=C1)OC(=O)NNC(=O)[C@@H]1N(C(CC1)=O)C(=O)OC(C)(C)C